SC=1C(NC(N(C1)C1=CC=CC=C1)=O)=O mercaptophenyl-1H-pyrimidine-2,4-dione